3-(Cyclopent-1-en-1-yl)-6-(4-methoxyphenyl)-5-methyl-2-phenylpyrazolo[1,5-a]pyrimidin-7(4H)-one C1(=CCCC1)C=1C(=NN2C1NC(=C(C2=O)C2=CC=C(C=C2)OC)C)C2=CC=CC=C2